N-(4-chlorosalicylyl)-4-aminobutyric acid ClC=1C=C(C(C=NCCCC(=O)O)=CC1)O